N1C=CC2=CC(=CC=C12)NC(=O)NC=1SC(=NN1)C1=CC=C(C=C1)N1CCOCC1 1-(1H-indol-5-yl)-3-(5-(4-morpholinylphenyl)-1,3,4-thiadiazol-2-yl)urea